(1s,3s)-3-(2-chloro-3-(9-(5-fluoro-2-methoxybenzyl)-6-(1-methylcyclopropoxy)-9H-purin-8-yl)phenoxy)cyclobutane-1-carboxylic acid ClC1=C(OC2CC(C2)C(=O)O)C=CC=C1C=1N(C2=NC=NC(=C2N1)OC1(CC1)C)CC1=C(C=CC(=C1)F)OC